(R)-4-(2-(3-(ethoxymethyl)-1-(2-(6-(trifluoromethyl)pyridin-3-yl)propan-2-yl)pyrrolidin-3-yl)ethyl)benzonitrile C(C)OC[C@]1(CN(CC1)C(C)(C)C=1C=NC(=CC1)C(F)(F)F)CCC1=CC=C(C#N)C=C1